amino-5-(phosphonomethyl)-[1,1'-biphenyl]-3-propionic acid NC1=C(C=C(C=C1CCC(=O)O)CP(=O)(O)O)C1=CC=CC=C1